6-chloro-N2,N2,N4,N4-Tetramethyl-pyrimidine-2,4-diamine ClC1=CC(=NC(=N1)N(C)C)N(C)C